3-((4-amino-5-(quinolin-3-yl)-7-((2-(trimethylsilyl)ethoxy)methyl)-7H-pyrrolo[2,3-d]pyrimidin-6-yl)oxy)propane-1,2-diol NC=1C2=C(N=CN1)N(C(=C2C=2C=NC1=CC=CC=C1C2)OCC(CO)O)COCC[Si](C)(C)C